C1(=CC=CC=C1)N1C(=NC(=C1C(C1=C(C=CC=C1)O)=O)C1=CC=CC=C1)C1=CC=CC=C1 1,2,4-triphenyl-5-o-hydroxybenzoyl-1H-imidazole